N-(4-(((tert-Butyldimethylsilyl)oxy)methyl)-2,6-dimethylphenyl)-2-(2,5-dichlorophenyl)thiazole-4-carboxamide [Si](C)(C)(C(C)(C)C)OCC1=CC(=C(C(=C1)C)NC(=O)C=1N=C(SC1)C1=C(C=CC(=C1)Cl)Cl)C